C(C)N(C(=O)C1=C(C=CC(=C1)F)C1=C2C=NN(C2=CC(=C1)C1CN(C1)C(=O)OC(C)(C)C)C)C(C)C Tert-butyl 3-(4-{2-[ethyl(isopropyl)carbamoyl]-4-fluorophenyl}-1-methyl-1H-indazol-6-yl)azetidine-1-carboxylate